C1(CC1)C1=NC=NC(=C1C1=NC=C2C(=N1)N(S(C2)(=O)=O)CC2=CC=C(C=C2)N2N=C(C=C2C)C(F)(F)F)OC 6-(4-cyclopropyl-6-methoxy-pyrimidin-5-yl)-1-[[4-[5-methyl-3-(trifluoromethyl)pyrazol-1-yl]phenyl]methyl]-3H-isothiazolo[3,4-d]pyrimidine 2,2-dioxide